CC=1C(=NN2C1N=C(NC2=O)S)C2=CC=CC=C2 8-methyl-7-phenyl-2-sulfanyl-3H-pyrazolo[1,5-a][1,3,5]triazin-4-one